C(#N)N=C(NCN1CNC(NC1)=O)N 2-cyano-1-((4-oxo-1,3,5-triazinan-1-yl)methyl)guanidine